FC(C(=O)O)(F)F.ClC1=CC2=C(C=N1)C(=NN2)N2CC(C(C2)C)N 1-(6-chloro-1H-pyrazolo[4,3-c]pyridin-3-yl)-4-methylpyrrolidin-3-amine trifluoroacetate salt